imidazo[4,5-g]quinazolin-8-one N=1C=NC=2C1C=C1C(N=CN=C1C2)=O